3,6-dibromo-3H-isobenzofuran-1-one BrC1OC(C2=CC(=CC=C12)Br)=O